4-[[3-(2,3-difluoro-4-methoxyphenyl)imidazo[1,2-a]pyrazin-8-yl]amino]-2-ethyl-N-[2-hydroxy-3-[[rac-(2R)-2-amino-3-carbamimidamidopropanoyl]amino]propyl]benzamide FC1=C(C=CC(=C1F)OC)C1=CN=C2N1C=CN=C2NC2=CC(=C(C(=O)NCC(CNC([C@@H](CNC(=N)N)N)=O)O)C=C2)CC |r|